2-(4-(6-(3-(Azetidin-1-yl)phenyl)-5,7-dimethyl-1-oxo-1H-pyrrolo[3,4-d]pyridazin-2(6H)-yl)phenyl)-N-methyl-acetamide N1(CCC1)C=1C=C(C=CC1)N1C(=C2C(N(N=CC2=C1C)C1=CC=C(C=C1)CC(=O)NC)=O)C